BrC=1C=C(C=C(C1OC(F)(F)F)F)B1OC(C(O1)(C)C)(C)C 2-[3-bromo-5-fluoro-4-(trifluoromethoxy)phenyl]-4,4,5,5-tetramethyl-1,3,2-dioxaborolane